ClC=1C(=NC(=NC1)NC1=CC(=C2CCN(CC2=C1)C)C1CC1)N1CC(C2=CC=CC=C12)(C)CO (1-(5-chloro-2-((5-cyclopropyl-2-methyl-1,2,3,4-tetrahydroisoquinolin-7-yl)amino)pyrimidin-4-yl)-3-methylindol-3-yl)methanol